C(CC)(=O)OCC(C(CCC)SC=1N=CC2=C(N1)C(=CN2C2CC2)C2C[C@H]([C@@H](C2)F)F)CC rac-3-((5-cyclopropyl-7-((3R,4R)-3,4-difluorocyclopentyl)-5H-pyrrolo[3,2-d]pyrimidin-2-yl)thio)2-ethylhexyl propionate